ClC=1C=C(C=C(C1)Cl)C1=C2C=C(N(C2=CC=C1)C(C)C)C(=O)N[C@H]1CCOC2=CC=CC=C12 4-(3,5-Dichlorophenyl)-N-[(4S)-3,4-dihydro-2H-chromen-4-yl]-1-(propan-2-yl)-1H-indole-2-carboxamide